[N+](=O)([O-])C1=CC=C(C=C1)C1=C(C=C2C(=N1)CN(C2)C(=O)OC(C)(C)C)C(=O)OC 6-tert-butyl 3-methyl 2-(4-nitrophenyl)-5,7-dihydropyrrolo[3,4-b]pyridine-3,6-dicarboxylate